2-Methoxy-5-[2-(3,4,5-trimethoxyphenyl)ethyl]benzol COC1=CC=C(C=C1)CCC1=CC(=C(C(=C1)OC)OC)OC